C1(CC1)S(=O)(=O)NC=1SC=C(N1)[C@@H](C(=O)NC1=C(C=C(C=C1)C=1C=NC=C(C1)C(F)(F)F)F)CC (S)-2-(2-(cyclopropanesulfonamido)thiazol-4-yl)-N-(2-fluoro-4-(5-(trifluoromethyl)pyridin-3-yl)phenyl)butanamide